(5S,8S,10aR)-8-(methyl-(phenyl)carbamoyl)-6-oxo-3-(2,2,2-trifluoroethyl)decahydropyrrolo[1,2-a][1,5]diazocin CN(C(=O)[C@@H]1CC[C@H]2N1C(CCN(CC2)CC(F)(F)F)=O)C2=CC=CC=C2